2-(2-methylphenyl)ethan-1-amine CC1=C(C=CC=C1)CCN